1-(5-butyl-2-methylthiophene-3-yl)-9H-pyrido[3,4-b]indole C(CCC)C1=CC(=C(S1)C)C1=NC=CC2=C1NC1=CC=CC=C21